C(C)(C)(C)NS(=O)(=O)C1=C(C=C(C=C1)Cl)CCO N-(tert-butyl)-4-chloro-2-(2-hydroxyethyl)benzenesulfonamide